ClC1=NC=CC(=C1F)OC=1C=NC=C(C1C)OC1=C(C=C(C=C1)C1CC1)F 2-chloro-4-[[5-(4-cyclopropyl-2-fluoro-phenoxy)-4-methyl-3-pyridinyl]oxy]-3-fluoro-pyridine